ClC=1C=C2C(C(NC2=C(C1Cl)C)=O)(C[Si](C)(C)C)O 5,6-dichloro-3-hydroxy-7-methyl-3-[(trimethylsilyl)methyl]-1H-indol-2-one